(5-(3,5-difluorophenyl)-4,5-dihydro-1H-pyrazol-1-yl)(3-((6-fluoro-1H-benzo[d]-imidazol-1-yl)methyl)-bicyclo[1.1.1]pentan-1-yl)methanone FC=1C=C(C=C(C1)F)C1CC=NN1C(=O)C12CC(C1)(C2)CN2C=NC1=C2C=C(C=C1)F